C(C)(C)(C)OC(=O)N(C=1C(=NC(=C(C1)C(F)(F)F)SC)C(=O)OC)C(=O)OC(C)(C)C methyl 3-(bis(tert-butoxycarbonyl)amino)-6-(methylthio)-5-(trifluoromethyl)picolinate